C(C)(C)(C)OC(=O)N1CCC(=C1)C=1C=CC=C2C=CC(=NC12)N1C=NC2=C1C=CC(=C2)OCC2(COC2)C 4-[2-[5-[(3-Methyloxetan-3-yl)methoxy]benzimidazol-1-yl]-8-quinolinyl]-2,3-dihydropyrrole-1-carboxylic acid tert-butyl ester